N-(4-(4-amino-7-methyl-7H-pyrrolo[2,3-d]pyrimidin-5-yl)-3-methylphenyl)-2-(3-ethylphenyl)acetamide NC=1C2=C(N=CN1)N(C=C2C2=C(C=C(C=C2)NC(CC2=CC(=CC=C2)CC)=O)C)C